1-[5-methoxy-2-(trifluoromethyl)quinazolin-4-yl]ethanone COC1=C2C(=NC(=NC2=CC=C1)C(F)(F)F)C(C)=O